2'-(6-amino-5-cyanopyridin-3-yl)-N-[1-(pyridin-3-yl)cyclobutyl]-5',6'-dihydrospiro[azetidine-3,4'-pyrrolo[1,2-b]pyrazole]-1-carboxamide NC1=C(C=C(C=N1)C=1C=C2N(N1)CCC21CN(C1)C(=O)NC1(CCC1)C=1C=NC=CC1)C#N